C(C)OC(=O)C=1C=NN(C1N)C1=C(C=CC=C1)C(F)(F)F 5-amino-1-(2-(trifluoromethyl)phenyl)-1H-pyrazole-4-carboxylic acid ethyl ester